4,7-bis(4-formylphenyl)benzothiophene C(=O)C1=CC=C(C=C1)C1=CC=C(C2=C1C=CS2)C2=CC=C(C=C2)C=O